2-(3-(((3-((2-((6-(1,2,3-thiadiazol-5-yl)-1H-indazol-4-yl)amino)ethoxy)methyl)cyclobutyl)amino)methyl)-5-(trifluoromethoxy)phenoxy)ethan-1-ol S1N=NC=C1C1=CC(=C2C=NNC2=C1)NCCOCC1CC(C1)NCC=1C=C(OCCO)C=C(C1)OC(F)(F)F